C[C@@H]1N([C@@H](CCC1)C1=CC=CC=C1)C(C(=O)O)=O 2-[(2S,6S)-2-methyl-6-phenyl-1-piperidyl]-2-oxo-acetic acid